(2S)-2-amino-3-[(4-cyanophenyl)methoxy]-N-(4-phenyl-1,3-thiazol-2-yl)propanamide tert-butyl-N-[(6-bromopyridin-3-yl)methyl]carbamate C(C)(C)(C)OC(NCC=1C=NC(=CC1)Br)=O.N[C@H](C(=O)NC=1SC=C(N1)C1=CC=CC=C1)COCC1=CC=C(C=C1)C#N